3-(5-(3-fluorophenyl)-1,2,4-oxadiazol-3-yl)benzaldehyde FC=1C=C(C=CC1)C1=NC(=NO1)C=1C=C(C=O)C=CC1